C(C)C=1C(=NC2=C(C=C(C3=NC=4C=CC=CC4N23)C(=O)O)C1)N1CCN(CCC1)C Ethyl-2-(4-methyl-[1,4]diazepan-1-yl)-1,7,11b-triazabenzo[c]fluorene-6-carboxylic acid